P(=O)(O)(O)O.N=1NC=C2C(NC=3N(C21)C2C(N3)CCC2)=O 5,6a,7,8,9,9a-hexahydrocyclopenta[4,5]imidazo[1,2-a]pyrazolo[4,3-e]pyrimidin-4(2H)-one phosphate